2-Dehydro-3-deoxyphosphogluconate P(=O)(O)(O)O[C@@H](CC(C(=O)[O-])=O)[C@H](O)CO